4,4'-(3-methylcyclohexylidene)bis(2,6-dimethylphenol) CC1CC(CCC1)(C1=CC(=C(C(=C1)C)O)C)C1=CC(=C(C(=C1)C)O)C